Cl.NCCCCOCCCCC1=CC2=C(N(C(N2C)=O)C2C(NC(CC2)=O)=O)C=C1 3-[5-[4-(4-Aminobutoxy)butyl]-3-methyl-2-oxo-2,3-dihydro-1H-1,3-benzodiazol-1-yl]piperidine-2,6-dione hydrochloride